S(=O)(=O)(O)[Te]S(=O)(=O)O.[Cd] cadmium sulfotelluride